C(C)OC(=O)C=1C=NN(C1C(F)(F)F)C1CN(CCC1)C1=C(C=CC(=C1)Cl)C1=CC(=C(C=C1)N1CCN(CC1)CC)F 1-{1-[4-chloro-4'-(4-ethylpiperazin-1-yl)-3'-fluoro[1,1'-biphenyl]-2-yl]piperidin-3-yl}-5-(trifluoromethyl)-1H-pyrazole-4-carboxylic acid ethyl ester